FC1=CC(=CC2=C(N(N=C12)C)C(C)C)B1OC(C(O1)(C)C)(C)C 7-fluoro-3-isopropyl-2-methyl-5-(4,4,5,5-tetramethyl-1,3,2-dioxaborolan-2-yl)-2H-indazole